iron tetrakis(pentafluorophenyl)porphyrin FC1=C(C(=C(C(=C1C1=C2C=CC(C(=C3C=CC(=C(C=4C=CC(=C(C5=CC=C1N5)C5=C(C(=C(C(=C5F)F)F)F)F)N4)C4=C(C(=C(C(=C4F)F)F)F)F)N3)C3=C(C(=C(C(=C3F)F)F)F)F)=N2)F)F)F)F.[Fe]